1,4-bis(mesitylamino)anthracene-9,10-dione C1(=C(C(=CC(=C1)C)C)NC1=CC=C(C=2C(C3=CC=CC=C3C(C12)=O)=O)NC1=C(C=C(C=C1C)C)C)C